4-(2-(pyrazolo[1,5-a]pyridin-5-ylsulfonyl)propan-2-yl)-N-(pyridazin-4-yl)piperidine-1-carboxamide N1=CC=C2N1C=CC(=C2)S(=O)(=O)C(C)(C)C2CCN(CC2)C(=O)NC2=CN=NC=C2